chlorine bicarbonate C([O-])(O)=O.[Cl+]